(S)-2-chloro-7-(2-ethyl-3-methylbutyl)-7H-pyrrolo[2,3-d]pyrimidine ClC=1N=CC2=C(N1)N(C=C2)C[C@H](C(C)C)CC